tert-butyl 7-[(3-bromo-4-fluoro-phenyl)methyl]-2,7-diazaspiro[4.4]nonane-2-carboxylate BrC=1C=C(C=CC1F)CN1CC2(CCN(C2)C(=O)OC(C)(C)C)CC1